1-(5-(4-(3-ethylmorpholino)-6-((ethylsulfonyl)methyl)pyrimidin-2-yl)-1H-pyrrolo[3,2-b]pyridin-2-yl)-N-methylmethanamine C(C)C1COCCN1C1=NC(=NC(=C1)CS(=O)(=O)CC)C1=CC=C2C(=N1)C=C(N2)CNC